C=CC(=O)NC1CCC1 N-Cyclobutylacrylamide